FC1=C(C(=CC=C1)F)[Li] (2,6-Difluorophenyl)lithium